(4-(8-fluoro-1,2,3,5-tetrahydro-4H-benzo[e][1,4]diazepin-4-yl)-2,6-dimethylphenyl)-3,3-dimethylbutyramide FC=1C=CC2=C(NCCN(C2)C2=CC(=C(C(=C2)C)C(C(=O)N)C(C)(C)C)C)C1